C[C@@]12C(CC[C@H]1[C@@H]1CCC3CC(CC[C@]3(C)[C@H]1CC2)=O)=O 3,17-androstanedione